5-{4-[(3S)-3-Amino-3-methylpyrrolidin-1-yl]-5-{7-methyl-1H-imidazo[4,5-b]pyridin-2-yl}pyridin-3-yl}-2,3-difluorobenzonitril N[C@@]1(CN(CC1)C1=C(C=NC=C1C=1NC=2C(=NC=CC2C)N1)C=1C=C(C(=C(C#N)C1)F)F)C